C(CCC)N(C(=O)NC1=CC=C(C=C1)C1=CC(=CC=C1)OC)CC1=CC=C(C(=O)NO)C=C1 4-((1-butyl-3-(3'-methoxy-[1,1'-biphenyl]-4-yl)ureido)methyl)-N-hydroxybenzoamide